1-[4-(hydroxy-methyl)piperidin-1-yl]ethan-1-one OCC1CCN(CC1)C(C)=O